C1(CC1)C=1SC(=CN1)S(=O)(=O)N1CCOC2(CCN(C2)C2CC3(COC3)C2)C1 9-((2-Cyclopropylthiazol-5-yl)sulfonyl)-2-(2-oxaspiro[3.3]heptan-6-yl)-6-oxa-2,9-diazaspiro[4.5]decane